3-bromo-5-((2-methoxypyridin-4-yl)amino)-1-((2-(trimethylsilyl)ethoxy)methyl)-1H-pyrazole-4-carbonitrile BrC1=NN(C(=C1C#N)NC1=CC(=NC=C1)OC)COCC[Si](C)(C)C